ClC=1C=C(C=CC1)C=1C=C(C=NC1)C(C(=O)N1CC2=C(N=C(NC2=O)C2(CC2)C2=CC=CC=C2)CC1)O 6-(2-(5-(3-chlorophenyl)pyridin-3-yl)-2-hydroxyacetyl)-2-(1-phenylcyclopropyl)-5,6,7,8-tetrahydropyrido[4,3-d]pyrimidin-4(3H)-one